3-chloro-4-[(4,6-diamino-1,3,5-triazin-2-yl)methoxy]-5-methoxy-benzonitrile ClC=1C=C(C#N)C=C(C1OCC1=NC(=NC(=N1)N)N)OC